O[C@]12[C@@H](C=C3[C@@H]4CC[C@H]([C@@H](CCCC(C)C)C)[C@]4(CC[C@@H]3[C@]2(CC[C@@H](C1)O)C)C)NCCCNCCCCN 5α-hydroxy-6β-[3-(4-aminobutylamino)propylamino]cholest-7-en-3β-ol